3,3-dimethoxycyclobutan-1-amine COC1(CC(C1)N)OC